9-(2-(7-phenyl-2,7-diazaspiro[4.4]nonan-2-yl)isonicotinamido)nonanoic acid C1(=CC=CC=C1)N1CC2(CCN(C2)C=2C=C(C(=O)NCCCCCCCCC(=O)O)C=CN2)CC1